ClC1=CC=C(C(=N1)C(=O)O)NC(C)C=1C=C(C=C2C(C(=C(OC12)C1=CC(=NC=C1)OC)C)=O)C 6-chloro-3-((1-(2-(2-methoxypyridin-4-yl)-3,6-dimethyl-4-oxo-4H-chromen-8-yl)ethyl)amino)picolinic acid